[Li].C(C)(=O)OC methyl acetate Lithium Salt